5-[(2S)-4-{[3-(dimethyl-amino) propanoyl] oxy}-2-({[8-(heptadecan-9-yloxy)-8-oxooctyl]oxy} carbonyl) pyrrolidin-1-yl]pentyl dodecanoate C(CCCCCCCCCCC)(=O)OCCCCCN1[C@@H](CC(C1)OC(CCN(C)C)=O)C(=O)OCCCCCCCC(=O)OC(CCCCCCCC)CCCCCCCC